N-Pentylpiperidinium methansulfonat CS(=O)(=O)[O-].C(CCCC)[NH+]1CCCCC1